O1C[C@H](CC1)OC=1C=C(C=NC1)C(=O)O 5-[(3S)-tetrahydrofuran-3-yl]Oxy-pyridine-3-carboxylic acid